N1C=CC2=NC=C(C=C21)C=O 1H-PYRROLO[3,2-B]PYRIDINE-6-CARBALDEHYDE